ClC1=C(C(=CC=C1Cl)O)C(C1=CC(=NC=C1)C#N)O 4-[(2,3-dichloro-6-hydroxyphenyl)(hydroxy)methyl]pyridine-2-carbonitrile